5-chloro-2-(2,2-difluoroethyl)nicotinic acid ClC=1C=NC(=C(C(=O)O)C1)CC(F)F